γ-glutamyl-S-allyl-L-cysteine N[C@@H](CCC(=O)N[C@@H](CSCC=C)C(=O)O)C(=O)O